C(C1=CC=CC=C1)OC1C=CC[C@H](N1S(=O)(=O)C1=CC=C(C=C1)[N+](=O)[O-])C(=O)OCC (S)-Ethyl 6-(benzyloxy)-1-(4-nitrophenylsulfonyl)-1,2,3,6-tetrahydropyridine-2-carboxylate